COC1=C(CNC2=NC=3C(=CC=CC3C=3N2N=C(N3)[C@@H]3CC(CN(C3)C(=O)OC(C)(C)C)(F)F)OC)C=CC(=C1)OC |r| (±)-tert-butyl 5-(5-((2,4-dimethoxybenzyl)amino)-7-methoxy-[1,2,4]triazolo[1,5-c]quinazolin-2-yl)-3,3-difluoropiperidine-1-carboxylate